C[C@H](CC=CC(=C)C)[C@H]1CC[C@@H]2[C@@]1(CC[C@H]3[C@H]2CCC4[C@@]3(CCCC4)C)C Cholestadiene